17-iodoandrosta-5,16-dien-3beta-ol IC=1[C@]2(C)[C@@H](CC1)[C@@H]1CC=C3C[C@H](CC[C@]3(C)[C@H]1CC2)O